C(C1=CC=CC=C1)N1CC2(CC1)CCC(CC2)N[C@H](CCCCN2CCCCC2)C(=O)N2[C@@H](CN(CC2)C(=O)OC2=C(C=CC=C2)Cl)C(NCC=2SC=CC2)=O 2-chlorophenyl (3S)-4-[N-(2-benzyl-2-azaspiro[4.5]dec-8-yl)-6-piperidin-1-yl-D-norleucyl]-3-[(thiophen-2-ylmethyl)carbamoyl]piperazine-1-carboxylate